trans-1-(4-(3,4-dihydroisoquinolin-2(1H)-yl)-3-hydroxypiperidin-1-yl)(2-phenylpyrimidin-4-yl)methanone C1N(CCC2=CC=CC=C12)[C@H]1[C@@H](CN(CC1)C(=O)C1=NC(=NC=C1)C1=CC=CC=C1)O